(S)-4-(1-(pent-3-yl)-1H-pyrazol-4-yl)-6-(1-(pyrrolidin-2-ylmethyl)-1H-pyrazol-4-yl)pyrazolo[1,5-a]pyrazine CCC(CC)N1N=CC(=C1)C=1C=2N(C=C(N1)C=1C=NN(C1)C[C@H]1NCCC1)N=CC2